C(C)(C)(C)N([C@@H](CCCCN)C(=O)O)C(CCCN)=O.S1C(=CC=C1)CN(C(=O)OCCOCCC(CCOCCOC(=O)N(CC=1SC=CC1)CC=1SC=CC1)N(C)C)CC=1SC=CC1 1-[bis(2-thienylmethyl)aminocarbonyloxyethoxy]-5-[bis(2-thienylmethyl)aminocarbonyloxyethoxy]-3-(dimethylamino)pentane tert-butyl-(4-aminobutanoyl)-L-lysinate